ClC=1C=C(C=CC1F)C(=O)C=1C=NC(=C(C1)Cl)C(F)(F)F (3-chloro-4-fluorophenyl)(5-chloro-6-(tri-fluoromethyl)pyridin-3-yl)methanone